CC(C=O)C=1C=CC(=NC1)C#N 5-(1-methyl-2-oxo-ethyl)pyridine-2-carbonitrile